CC1(CCC=2C(=NNC2C1)C=1NC2=CC(=CC=C2C1)C(=O)N1C[C@@H](N(CC1)CC1CCN(CC1)C1=CC=C(C=C1)[C@@H]1C(NC(CC1)=O)=O)C)C |&1:40| (3RS)-3-[4-(4-{[(2S)-4-[2-(6,6-dimethyl-4,5,6,7-tetrahydro-1H-indazol-3-yl)-1H-indole-6-carbonyl]-2-methylpiperazin-1-yl]methyl}piperidin-1-yl)phenyl]piperidine-2,6-dione